ClC1=C(C=CC(=C1)CN1CCN(CC1)C)N1N=CC(=C1)C1=NC(=NC=C1C#N)NC1CCN(CC1)S(=O)(=O)C1CC1 4-(1-(2-Chloro-4-((4-methylpiperazin-1-yl)methyl)phenyl)-1H-pyrazol-4-yl)-2-((1-(cyclopropylsulfonyl)piperidin-4-yl)amino)pyrimidine-5-carbonitrile